C1(CC1)C=1C=NN(C1CO[C@H]1[C@@H]2CN([C@H](C1)C2)C=2SC1=C(N2)C(=CC(=C1)C(=O)O)C1CCOCC1)C1=C(C=CC=C1Cl)Cl 2-[(1S,4S,5R)-5-[[4-cyclopropyl-1-(2,6-dichlorophenyl)-1H-pyrazol-5-yl]methoxy]-2-azabicyclo[2.2.1]heptan-2-yl]-4-(oxan-4-yl)-1,3-benzothiazole-6-carboxylic acid